di(pentadecan-7-yl) 6,6'-(((1-(4-hydroxybutyl)pyrrolidin-3-yl)methyl)azanediyl)dihexanoate OCCCCN1CC(CC1)CN(CCCCCC(=O)OC(CCCCCC)CCCCCCCC)CCCCCC(=O)OC(CCCCCC)CCCCCCCC